(S)-2-((((9H-fluoren-9-yl)methoxy)carbonyl)amino)-3-(5-chloro-2-(1,3-dimethyl-1H-pyrazol-4-yl)phenyl)propanoic acid C1=CC=CC=2C3=CC=CC=C3C(C12)COC(=O)N[C@H](C(=O)O)CC1=C(C=CC(=C1)Cl)C=1C(=NN(C1)C)C